[Si](C)(C)(C(C)(C)C)O[C@@H]1[C@@H]([C@@H](O[C@]1(CF)CO[Si](C)(C)C(C)(C)C)N1C(NC(C(=C1)F)=O)=O)F 1-[(2R,3S,4S,5R)-4-[(tert-butyldimethylsilyl)oxy]-5-([(tert-butyldimethylsilyl)oxy]methyl)-5-(fluoromethyl)-3-fluorooxolan-2-yl]-5-fluoro-3H-pyrimidine-2,4-dione